N[C@@H](CC(=O)O)C(C)C (S)-3-AMINO-4-METHYL-PENTANOIC ACID